FCC1([C@H]([C@H](C1)O)[C@H]1N2C(C3=CC=CC=C13)=CN=C2)CF (1S,2S)-3,3-Bis(fluoromethyl)-2-((R)-5H-imidazo[5,1-a]isoindol-5-yl)cyclobutan-1-ol